C(#N)CC1CCC(N1CCC)=O 5-(cyanomethyl)-N-propyl-2-pyrrolidone